COCC(=O)N1C[C@H](N(CC1)C1=CC(=NC=C1)NC=1SC2=NC(=CC=C2N1)C1=CC=NC=C1)C (R)-2-methoxy-1-(3-methyl-4-(2-((5-(pyridin-4-yl)thiazolo[5,4-b]pyridin-2-yl)amino)pyridin-4-yl)piperazin-1-yl)ethanone